C[C@H]1[C@](C2=C(O1)C3=C(C=C(C=C3)OC)OC2=O)(C)CC/C=C(\\C)/CC4=CC(=CO4)C The molecule is a furanocoumarin that is 2,3-dihydrofuro[3,2-c]coumarin substituted by a methoxy group at position 7, methyl groups at positions 2 and 3 (relatively cis configuration) and a 4-methyl-5-(4-methyl-2-furyl)-3(E)-pentenyl moiety at position 3. Isolated from the roots of Ferula fukanensis, it inhibits production of nitric oxide (NO). It has a role as a metabolite and an EC 1.14.13.39 (nitric oxide synthase) inhibitor. It is an aromatic ether, a member of furans, a sesquiterpenoid and a furanocoumarin.